ethyl-benzene-ethanol C(C)C1=C(C=CC=C1)CCO